ClC=1C=NN(C1C1(CC2CC(CC2C1)C=1N=CN(C1C(=O)NC1=CC(=C(C=C1)F)Cl)C)O)C 4-(5-(4-chloro-1-methyl-1H-pyrazol-5-yl)-5-hydroxyoctahydro-pentalen-2-yl)-N-(3-chloro-4-fluorophenyl)-1-methyl-1H-imidazole-5-carboxamide